CNC1=C(N=C2N1C=CC(=C2)C#N)C=2OC1=C(C2)C=C(C=C1)OCC=1C=NC=CC1 3-(Methylamino)-2-[5-(pyridin-3-ylmethoxy)-1-benzofuran-2-yl]imidazo[1,2-a]pyridine-7-carbonitrile